C(CC=C)OC1=C(C(=CC=C1)C)C1=CC(=C(C(=C1)C)F)[C@H](CC(=O)OCC)NC([C@@H](CCC=C)OS(=O)(=O)C)=O Ethyl (S)-3-(2'-(but-3-en-1-yloxy)-4-fluoro-5,6'-dimethyl-[1,1'-biphenyl]-3-yl)-3-((R)-2-((methylsulfonyl)oxy)hex-5-enamido)propanoate